3-methacryloyloxymethyl-oxirane C(C(=C)C)(=O)OCC1CO1